(S)-N-((S)-1-cyclohexyl-2-(4-(1-meth-yl-3-propyl-1H-pyrazole-5-carbonyl)-piperazin-1-yl)-2-oxoethyl)-2-(methyl-amino)propanamide C1(CCCCC1)[C@@H](C(=O)N1CCN(CC1)C(=O)C1=CC(=NN1C)CCC)NC([C@H](C)NC)=O